3-(4-(2-(benzyloxy)ethyl)-8-oxo-2,3,4,5,8,10-hexahydro-9H-oxepino[2,3-e]isoindol-9-yl)piperidine-2,6-dione C(C1=CC=CC=C1)OCCC1CC=2C(=C3CN(C(C3=CC2)=O)C2C(NC(CC2)=O)=O)OCC1